COC=1C=C2C(NC=3N(C2=CC1OC)C=C(C3)C#N)=O 7,8-Dimethoxy-5-oxo-4,5-dihydro-pyrrolo[1,2-a]quinazoline-2-carbonitrile